BrC=1C=CC(=C(C1)C(C(=O)O)N1C(C(=C(C=C1)C(F)(F)F)Cl)=O)F (5-bromo-2-fluorophenyl)[3-chloro-2-oxo-4-(trifluoromethyl)pyridin-1-yl]acetic acid